1,3-bis(4-(4-(adamantan-1-yl)phenyl)-6-phenyl-1,3,5-triazin-2-yl)benzene (2R,3S,4S)-2-{[1,1'-biphenyl]-4-ylmethyl}-4-hydroxypyrrolidin-3-yl-N-{2-[(2S)-pyrrolidin-2-yl]ethyl}carbamate C1(=CC=C(C=C1)C[C@H]1NC[C@@H]([C@H]1N(C(O)=O)CC[C@H]1NCCC1)O)C1=CC=CC=C1.C12(CC3CC(CC(C1)C3)C2)C2=CC=C(C=C2)C2=NC(=NC(=N2)C2=CC=CC=C2)C2=CC(=CC=C2)C2=NC(=NC(=N2)C2=CC=C(C=C2)C23CC1CC(CC(C2)C1)C3)C3=CC=CC=C3